4-benzyloxy-3,5-dimethylbenzaldehyde C(C1=CC=CC=C1)OC1=C(C=C(C=O)C=C1C)C